1-(7-((5-(Imidazo[1,2-a]pyrimidin-6-yl)-4-methoxypyrrolo[2,1-f][1,2,4]triazin-2-yl)amino)-2-azaspiro[3.5]nonan-2-yl)ethan-1-one N=1C=CN2C1N=CC(=C2)C=2C=CN1N=C(N=C(C12)OC)NC1CCC2(CN(C2)C(C)=O)CC1